4-mercapto-4-aminotriazole SC1(N=NN=C1)N